ClC1=CC(=C(C=C1)C1=NC(=NC2=NC(=C(N=C12)C)C)N1C[C@@H](O[C@@H](C1)C)C=1C=NN(C1)C1CC1)F (2S,6R)-4-(4-(4-chloro-2-fluorophenyl)-6,7-dimethylpteridin-2-yl)-2-(1-cyclopropyl-1H-pyrazol-4-yl)-6-methylmorpholine